5-Amino-1-isopropyl-3-(4-(2-((3-(3-methoxyphenyl)isoxazol-5-yl)amino)-2-oxoethyl)phenyl)-1H-pyrazole-4-carboxamide NC1=C(C(=NN1C(C)C)C1=CC=C(C=C1)CC(=O)NC1=CC(=NO1)C1=CC(=CC=C1)OC)C(=O)N